COC1=C(C(=C(C=C1)C1=CC=CC(=C1)N)OC)N dimethoxy-3,5'-diaminobiphenyl